Dimethylsilyl-(3-isopropyl-1,5,6,7-tetrahydro-s-indacenyl)(1,5,6,7-tetrahydro-s-indacenyl)zirconium dichloride [Cl-].[Cl-].C[SiH](C)[Zr+2](C1C=CC2=CC=3CCCC3C=C12)C1C=C(C2=CC=3CCCC3C=C12)C(C)C